ClC1=C(C=C2C(=C(NC2=C1F)C1=NC(=NN1)C(COC)(F)F)C=1C=NNC1)OC 6-chloro-2-(3-(1,1-difluoro-2-methoxyethyl)-1H-1,2,4-triazol-5-yl)-7-fluoro-5-methoxy-3-(1H-pyrazol-4-yl)-1H-indole